tert-Butyl N-[4-[2-[4-[4-(2,6-dioxo-3-piperidyl)phenyl]piperazin-1-yl]ethyl]cyclohexyl]carbamate O=C1NC(CCC1C1=CC=C(C=C1)N1CCN(CC1)CCC1CCC(CC1)NC(OC(C)(C)C)=O)=O